OCCNC1=C(C(=O)N2C3CC3CC2C(=O)N)C=C(C=C1)S(=O)(=O)C 2-(2-((2-hydroxyethyl)amino)-5-(methylsulfonyl)benzoyl)-2-azabicyclo[3.1.0]hexane-3-carboxamide